N6,N6-dimethyl-N2-((6-(2-(methylthio)pyrimidin-5-yl)hexan-5-ynoyl)-L-valinyl)-L-lysine CN(CCCC[C@H](NC([C@@H](NC(CCCC#CC=1C=NC(=NC1)SC)=O)C(C)C)=O)C(=O)O)C